[1-14C]-glycine NC[14C](=O)O